FC=1C=C(C=CC1)C=1C=NC(=NC1)NC=1C=C(C(=O)NCCC2=CC(=CC=C2)OC)C=CC1 3-{[5-(3-fluorophenyl)pyrimidin-2-yl]amino}-N-[2-(3-methoxyphenyl)ethyl]benzamide